C(C)(C)(C)OC(N[C@@H](COC=1C=C(C2=C(CCO2)C1C=O)OCCCOC)C(C)C)=O (R)-(1-((4-formyl-7-(3-methoxypropoxy)-2,3-dihydrobenzofuran-5-yl)oxy)-3-methylbutan-2-yl)carbamic acid tert-butyl ester